3-ethyl-3-[3'-(triethoxysilyl)propyl]methoxyoxetane C(C)C1(COC1)OCCCC[Si](OCC)(OCC)OCC